(2R,4R)-6-chloro-4-hydroxy-N-(3-{5-[cis-3-hydroxycyclobutyl]-4,5-dihydro-1,2-oxazol-3-yl}bicyclo[1.1.1]pent-1-yl)-3,4-dihydro-2H-1-benzopyran-2-carboxamide ClC=1C=CC2=C([C@@H](C[C@@H](O2)C(=O)NC23CC(C2)(C3)C3=NOC(C3)[C@@H]3C[C@@H](C3)O)O)C1